FC([C@@H](NC1=CC=C(C=C1)C1=CC=2C(=NC=CC2N1COCC[Si](C)(C)C)N1CCOCC1)C1CCN(CC1)C(=O)OCC1=CC=CC=C1)(F)F benzyl (S)-4-(2,2,2-trifluoro-1-((4-(4-morpholino-1-((2-(trimethylsilyl)ethoxy)methyl)-1H-pyrrolo[3,2-c]pyridin-2-yl)phenyl)amino)ethyl)piperidine-1-carboxylate